C(C)(C)C1=C(NC2=CC=C(C=C12)C1CCNCC1)C=1C=C(C=2N(C1)C=C(N2)C(=O)N(C)C)OC 6-(3-isopropyl-5-(piperidin-4-yl)-1H-indol-2-yl)-8-methoxy-N,N-dimethylimidazo[1,2-a]pyridine-2-carboxamide